C(C=C)(=O)NCCP(O)(O)=O acrylamidoethyl-phosphonic acid